CC(C)(C)C1=C(C(=CC(=C1)[N+](=O)[O-])[N+](=O)[O-])O 2-(1,1-dimethylethyl)-4,6-dinitrophenol